ClC1=C(NC=2C=CC(=NC2)C2(CCC2)C#N)C=CC=C1[C@]1(NC(N(C(C1)=O)C1CCOCC1)=N)C 1-(5-{2-Chloro-3-[(4S)-2-imino-4-methyl-6-oxo-1-(tetrahydropyran-4-yl)hexahydropyrimidin-4-yl]anilino}pyridin-2-yl)-cyclobutanecarbonitrile